FC(OC1=CC2=C(N=C(O2)C=2C(=C(C=CC2)C2=C(C(=CC=C2)C2=NC(=C(C=C2)CN2[C@H](CCC2)C)OC)C)C)C=C1CN1[C@@H](CCC1)C(=O)O)F ((6-(difluoromethoxy)-2-(3'-(6-methoxy-5-(((S)-2-methylpyrrolidin-1-yl)methyl)pyridin-2-yl)-2,2'-dimethyl-[1,1'-biphenyl]-3-yl)benzo[d]oxazol-5-yl)methyl)-L-proline